C(#CC)C1[C@@H]2CN(C[C@H]12)C(=O)OC(C)(C)C tert-Butyl (1R,5S,6s)-6-(prop-1-yn-1-yl)-3-azabicyclo[3.1.0]hexane-3-carboxylate